(2R,5S)-2-(hydroxymethyl)-5-(((1r,4R)-4-methoxycyclohexyl)methyl)pyrrolidine-1-carboxylic acid tert-butyl ester C(C)(C)(C)OC(=O)N1[C@H](CC[C@H]1CC1CCC(CC1)OC)CO